(R)-3,4-dichloro-8-(5-methoxypyrimidine-2-carbonyl)-2,9-dimethyl-2,5,6,7,8,9-hexahydro-1H-pyrrolo[3,2-c:4,5-c']dipyridin-1-one ClC1=C(C2=C(C(N1C)=O)C=1[C@H](N(CCC1N2)C(=O)C2=NC=C(C=N2)OC)C)Cl